BrC1=CC(=C(C#N)C=C1)S(=O)(=O)N1CC(C1)CO 4-bromo-2-[3-(hydroxymethyl)azetidin-1-yl]sulfonyl-benzonitrile